ClC1=CC=C(C(=N1)C(=O)NS(=O)(=O)C)N[C@H](C)C=1C=C(C=C2C(N(C(=NC12)N1C[C@H](CCC1)C=1C=NC(=NC1)C)C)=O)C |o1:29| 6-chloro-3-(((R)-1-(3,6-dimethyl-2-((R*)-3-(2-methylpyrimidin-5-yl)piperidin-1-yl)-4-oxo-3,4-dihydroquinazolin-8-yl)ethyl)amino)-N-(methylsulfonyl)picolinamide